4-[4-(4-trifluoromethoxyphenoxy)piperidine-1-yl]phenol FC(OC1=CC=C(OC2CCN(CC2)C2=CC=C(C=C2)O)C=C1)(F)F